((1Z,3E)-4-(2-(((Z)-[1,1'-biphenyl]-4-yl(amino)methylene)amino)phenyl)-1,2,3,4-tetraphenylbuta-1,3-dien-1-yl)palladium(II) chloride C1(=CC=C(C=C1)/C(/N)=N/C1=C(C=CC=C1)/C(=C(/C(=C(/C1=CC=CC=C1)\[Pd]Cl)/C1=CC=CC=C1)\C1=CC=CC=C1)/C1=CC=CC=C1)C1=CC=CC=C1